OC=1C=C2CC[C@H]3[C@@H]4CCC([C@@]4(C)CC[C@@H]3C2=CC1)=O 3-hydroxyestra-1(10),2,4-trien-17-one